CC1=C(C(=CC=C1)C)N1SC2=C(C1=O)C=C(C=C2)[N+](=O)[O-] 2-(2,6-dimethylphenyl)-5-Nitro-1,2-benzothiazol-3(2H)-one